C(C)[C@@]1(CC[C@@]2([C@H]3CC[C@@]4([C@H](CC[C@H]4[C@@H]3CC[C@H]2C1)[C@@H](CC[C@@H](C(C)C)O)OC)C)C)O (3S,5S,8R,9S,10S,13S,14S,17S)-3-ethyl-17-((1R,4S)-4-hydroxy-1-methoxy-5-methylhexyl)-10,13-dimethylhexadecahydro-1H-cyclopenta[a]phenanthren-3-ol